t-butylperoxy-2-ethylhexyl carbonate 1,1,3,3-tetramethylbutylperoxy-2-ethylhexanoate CC(CC(C)(C)C)(C)OOC(C(=O)O)(CCCC)CC.C(OC(C(CCCC)CC)OOC(C)(C)C)(O)=O